tris(1-methylethyl)silicon CC(C)[Si](C(C)C)C(C)C